5-fluoro-2-iodo-N,N-dimethylbenzamide FC=1C=CC(=C(C(=O)N(C)C)C1)I